CCCCCCCCC(CCCCCCCC)OC(CCCCCCCN(CCCCCCCC(=O)OCCCCCCCCC)CCO)=O nonyl 8-[(8-heptadecan-9-yloxy-8-oxooctyl)-(2-hydroxyethyl) amino]octanoate